(2R,4S)-2-(((S)-1-(((6-amino-2-methylpyridin-3-yl)methyl)amino)-1-oxopropan-2-yl)carbamoyl)-4-(3-(azetidine-1-carbonyl)benzyl)pyrrolidine-1-carboxylic acid tert-butyl ester C(C)(C)(C)OC(=O)N1[C@H](C[C@@H](C1)CC1=CC(=CC=C1)C(=O)N1CCC1)C(N[C@H](C(=O)NCC=1C(=NC(=CC1)N)C)C)=O